N[C@H](C(=O)N1[C@@H]([C@H]2[C@H]3C=C[C@@H]([C@H]2C1)C3)C(=O)O)C(C)(C)C (1S,3aR,4S,7R,7aS)-2-((S)-2-amino-3,3-dimethylbutanoyl)-2,3,3a,4,7,7a-hexahydro-1H-4,7-methanoisoindole-1-carboxylic acid